C1(=CC=CC=C1)C(=CCN(CCN1N=NC(=C1)C(=O)OC)[C@H](C)C1=CC=C(C=C1)F)C1=CC=CC=C1 methyl (R)-1-(2-((3,3-diphenylallyl)(1-(4-fluorophenyl)ethyl)amino)ethyl)-1H-1,2,3-triazole-4-carboxylate